2-fluoro-4-(3-(4-(trifluoromethyl)phenyl)-1H-1,2,4-triazol-1-yl)aniline FC1=C(N)C=CC(=C1)N1N=C(N=C1)C1=CC=C(C=C1)C(F)(F)F